ClC1=CC(=CC2=C1NC(=N2)C)CNC([C@H](C)NC(=O)[C@@H]2N(C[C@H](C2)C2=CC=CC=C2)C(=O)OC(C)(C)C)=O tert-Butyl (2R,4R)-2-(((S)-1-(((7-chloro-2-methyl-1H-benzo[d]imidazol-5-yl)methyl)amino)-1-oxopropan-2-yl)carbamoyl)-4-phenylpyrrolidine-1-carboxylate